2-(6-((2-amino-2-methylpropyl)carbamoyl)pyrazin-2-yl)-1H-indole-5-carboxylic acid methyl ester COC(=O)C=1C=C2C=C(NC2=CC1)C1=NC(=CN=C1)C(NCC(C)(C)N)=O